5-chloro-N-{3-[2-(4-chloro-3-fluorophenoxy)acetamido]bicyclo[1.1.1]pent-1-yl}-1-methyl-2,3-dihydro-1H-indole-2-carboxamide ClC=1C=C2CC(N(C2=CC1)C)C(=O)NC12CC(C1)(C2)NC(COC2=CC(=C(C=C2)Cl)F)=O